NC1=C(C(=NC=N1)OC1=CC=C(C=C1)NC(\C=C\CN(C)C)=O)C1=CC=C(C=C1)OC1=CC=CC=C1 (E)-N-(4-((6-amino-5-(4-phenoxyphenyl)pyrimidin-4-yl)oxy)phenyl)-4-(dimethylamino)but-2-enamide